(S)-7-(1-(8-amino-2-oxo-1-oxa-3-azaspiro[4.5]dec-3-yl)ethyl)-3-(3-fluoro-4-((methylsulfonyl)methyl)phenyl)-1H-indole-2-carboxylic acid NC1CCC2(CN(C(O2)=O)[C@@H](C)C=2C=CC=C3C(=C(NC23)C(=O)O)C2=CC(=C(C=C2)CS(=O)(=O)C)F)CC1